bismuth-aluminum-ytterbium [Yb].[Al].[Bi]